C(C)OC(OCC)=O.C(O)(O)=O carbonic acid Diethyl-carbonate